S(=O)(=O)(C1=CC=C(C)C=C1)OC[C@@H]1[C@H](C\C=C/C\C=C/CCCCCCCC)O1 (2R,3S,5Z,8Z)-1-tosyloxy-2,3-epoxy-5,8-heptadecadiene